(3S)-N-cyclobutyl-5-cyclohexyl-3-{[5-(2,6-dimethoxyphenyl)-1-propyl-1H-pyrazol-3-yl]formamido}pentanamide C1(CCC1)NC(C[C@H](CCC1CCCCC1)NC(=O)C1=NN(C(=C1)C1=C(C=CC=C1OC)OC)CCC)=O